ClC1=C(C=C(C=C1)F)C1NC(C2=C(C(=CC(=C12)NC(C1=CC(=CC(=C1)F)C(F)(F)F)=O)CNC)O)=O N-[3-(2-chloro-5-fluorophenyl)-7-hydroxy-6-[(methylamino)methyl]-1-oxo-2,3-dihydro-1H-isoindol-4-yl]-5-fluoro-3-(trifluoromethyl)benzamide